(S)-N-(2-aminopropyl)-4-(1H-pyrrolo[2,3-b]pyridin-4-yl)-3,4-dihydro-2H-1,4-thiazine-6-carboxamide hydrochloride Cl.N[C@H](CNC(=O)C1=CN(CCS1)C1=C2C(=NC=C1)NC=C2)C